[N+](=O)([O-])C1=C(\C=C/2\CNC3=CC=CC=C23)C=CC=C1 (Z)-3-((E)-2-nitrobenzylidene)indoline